3-(3-(1-ethyl-4-hydroxy-5-methyl-2-oxo-1,2-dihydropyridin-3-yl)ureido)-3-(3-(2-oxo-3-phenylpyridin-1(2H)-yl)phenyl)propanoic acid C(C)N1C(C(=C(C(=C1)C)O)NC(NC(CC(=O)O)C1=CC(=CC=C1)N1C(C(=CC=C1)C1=CC=CC=C1)=O)=O)=O